6-chloro-2-((3-trifluoromethylbenzyl)sulfinyl)benzo[d]oxazole ClC1=CC2=C(N=C(O2)S(=O)CC2=CC(=CC=C2)C(F)(F)F)C=C1